N-(4-chloro-2-(difluoromethoxy)phenyl)formamide ClC1=CC(=C(C=C1)NC=O)OC(F)F